C(C1=CC=CC=C1)OC1=CC=C(C=N1)NC1=CC(=CC=C1)S(=O)(=O)N1CCC(CC1)C1=NN=CN1C 6-(benzyloxy)-N-(3-((4-(4-methyl-4H-1,2,4-triazole-3-yl)piperidine-1-yl)sulfonyl)phenyl)pyridin-3-amine